CC1(C(N(C2=CC=C(C=C12)C(F)(F)F)CC(=O)NC(CCC(=O)OC)(C)C)=O)C methyl 4-{2-[3,3-dimethyl-2-oxo-5-(trifluoromethyl)indol-1-yl] acetamido}-4-methylpentanoate